FC(F)(F)C1=C(C=C(C=C1N)N)C1=CC=CC=C1 trifluoromethyl-3,5-diaminobiphenyl